(rac)-2'-{6-amino-5-[4-(methylsulfamoyl)phenyl]pyridin-3-yl}-N-ethyl-5',6'-dihydrospiro[pyrrolidine-3,4'-pyrrolo[1,2-b]pyrazole]-1-carboxamide NC1=C(C=C(C=N1)C=1C=C2N(N1)CC[C@]21CN(CC1)C(=O)NCC)C1=CC=C(C=C1)S(NC)(=O)=O |r|